C(C)C=1C2=C(SC1C(=O)OC)C=CC=C2 methyl 3-ethylbenzo[b]thiophene-2-carboxylate